C(C=C)[C@@H](OCOC)C([C@H](CCO[Si](CC)(CC)CC)O[Si](CC)(CC)CC)(C)C (5R,7S)-5-allyl-11,11-diethyl-6,6-dimethyl-7-((triethylsilyl)oxy)-2,4,10-trioxa-11-silatridecane